(S)-3-((S)-sec-butyl)-N-methyl-2-oxo-N-(pyrazin-2-yl)-1,2,3,5-tetrahydro-4H-benzo[e][1,4]diazepine-4-carboxamide [C@H](C)(CC)[C@@H]1N(CC2=C(NC1=O)C=CC=C2)C(=O)N(C2=NC=CN=C2)C